2,3,3-trifluoro-1,4-bis(trifluoromethyl)cyclobut-1-ene FC1=C(C(C1(F)F)C(F)(F)F)C(F)(F)F